COC1=CC=C(CN(C2=CC(=C(C(=N2)C2C(CC=3C=NC(=NC3C2)SC)C)C(F)(F)F)C)CC2=CC=C(C=C2)OC)C=C1 7-(6-(bis(4-methoxybenzyl)amino)-4-methyl-3-(trifluoromethyl)pyridin-2-yl)-6-methyl-2-(methylthio)-5,6,7,8-tetrahydroquinazolin